methyl (S)-4-(allyloxy)-3-(N-(4-chloro-5-cyano-2-(2-(2,2-dimethyl-5,7,10-trioxa-2-silaundecan-11-yl)piperidin-1-yl)phenyl)sulfamoyl)benzoate C(C=C)OC1=C(C=C(C(=O)OC)C=C1)S(NC1=C(C=C(C(=C1)C#N)Cl)N1[C@@H](CCCC1)COCCOCOCC[Si](C)(C)C)(=O)=O